(trans)-1-methyl-octahydro-2H-pyrrolo[3,2-c]Pyridin-2-one CN1C(C[C@H]2CNCC[C@@H]21)=O